ethyl (S)-3-amino-3-(5-bromo-2-fluoro-3-methylphenyl)propanoate hydrochloride Cl.N[C@@H](CC(=O)OCC)C1=C(C(=CC(=C1)Br)C)F